C(#N)C1(CC1)NS(=O)(=O)C1=C(C=C2C3=C(N(C2=C1)C=1SC(=NN1)C(F)F)N=CN=C3N3C[C@@H](N(C[C@H]3C)C(=O)N(C)C)C)F (2S,5R)-4-(7-(N-(1-Cyanocyclopropyl)sulfamoyl)-9-(5-(difluoromethyl)-1,3,4-thiadiazol-2-yl)-6-fluoro-9H-pyrimido[4,5-b]indol-4-yl)-N,N,2,5-tetramethylpiperazine-1-carboxamide